(S)-3-((S)-sec-butyl)-N-isopropyl-N-methyl-2-oxo-1,2,3,5-tetrahydro-4H-benzo[e][1,4]diazepine-4-carboxamide [C@H](C)(CC)[C@@H]1N(CC2=C(NC1=O)C=CC=C2)C(=O)N(C)C(C)C